FC(OC=1C=CC(=NC1)CC1CC2(CN(C2)C(=O)N2CC3(C2)NC(COC3)=O)C1)(F)F 2-[6-[[5-(trifluoromethoxy)-2-pyridinyl]methyl]-2-azaspiro[3.3]heptane-2-carbonyl]-8-oxa-2,5-diazaspiro[3.5]nonan-6-one